C1(CCCCC1)P(C1=C(C=CC=C1)C1=C(C=C(C=C1C(C)C)C(C)C)C(C)C)C1CCCCC1 dicyclohexyl-(2',4',6'-triisopropyl-[1,1'-biphenyl]-2-yl)phosphane